C1(=CC=C(C=C1)C1=CC(=NN1C1=CC=C(C=C1)S(=O)(=O)N)C(F)(F)F)C 4-(5-(p-tolyl)-3-(trifluoromethyl)-1H-pyrazol-1-yl)benzenesulfonamide